5-(2-Methylpropyl)-nonan CC(CC(CCCC)CCCC)C